The molecule is a C78 alpha-mycolic acid having a C52 meromycolic chain with two cis cyclopropyl functions and a saturated C26 alpha-branch. It is produced by Mycobacterium tuberculosis H37Ra. It has a role as a bacterial metabolite. It is a mycolic acid and a hydroxy fatty acid. It is a conjugate acid of a (2R)-2-[(1R)-1-hydroxy-12-{2-[14-(2-icosylcyclopropyl)tetradecyl]cyclopropyl}dodecyl]hexacosanoate. CCCCCCCCCCCCCCCCCCCCCCCC[C@H]([C@@H](CCCCCCCCCCCC1CC1CCCCCCCCCCCCCCC2CC2CCCCCCCCCCCCCCCCCCCC)O)C(=O)O